N-(3-methoxy-4-nitrophenyl)acetamide COC=1C=C(C=CC1[N+](=O)[O-])NC(C)=O